NC1=CC=CC(=N1)OCCOC1CN(CCC1)C(=O)OC(C)(C)C tert-butyl 3-(2-((6-aminopyridin-2-yl)oxy)ethoxy)piperidine-1-carboxylate